tert-butyl 4-[3-ethyl-8-({8-fluoro-2-methylimidazo[1,2-a]pyridin-6-yl} carbamoyl)cinnolin-5-yl]piperazine-1-carboxylate C(C)C=1N=NC2=C(C=CC(=C2C1)N1CCN(CC1)C(=O)OC(C)(C)C)C(NC=1C=C(C=2N(C1)C=C(N2)C)F)=O